O=C1NC(CCC1N1C(C2=CC=CC(=C2C1=O)NCCCCCCCCCCCC(=O)O)=O)=O 12-((2-(2,6-dioxopiperidin-3-yl)-1,3-dioxoisoindolin-4-yl)amino)dodecanoic acid